(2S,4R)-4-(benzyloxy)pyrrolidine-2-carboxylic acid hydrochloride Cl.C(C1=CC=CC=C1)O[C@@H]1C[C@H](NC1)C(=O)O